(4-{[2-(4-Bromophenyl)imidazo[1,2-a]pyridin-3-yl]methyl}piperazin-1-yl)(2-fluorophenyl)methanone BrC1=CC=C(C=C1)C=1N=C2N(C=CC=C2)C1CN1CCN(CC1)C(=O)C1=C(C=CC=C1)F